Methyl 5-((tert-butyldimethylsilyl) oxy)-3-methylpyridinecarboxylate ethyl-1-[(4-{3-azabicyclo[3.1.0]hexan-3-yl}-2-bromophenyl)methyl]-1H-imidazole-4-carboxylate C(C)OC(=O)C=1N=CN(C1)CC1=C(C=C(C=C1)N1CC2CC2C1)Br.[Si](C)(C)(C(C)(C)C)OC=1C=C(C(=NC1)C(=O)OC)C